3-(Cyclohexylamino)-2-hydroxy-1-propanesulfonic acid C1(CCCCC1)NCC(CS(=O)(=O)O)O